2,4,8,10-tetra-tert-butyl-6-[(2-ethylhexan-1-yl)oxy]-12H-dibenzo[d,g][1,3,2]dioxaphosphocin C(C)(C)(C)C1=CC2=C(OP(OC3=C(C2)C=C(C=C3C(C)(C)C)C(C)(C)C)OCC(CCCC)CC)C(=C1)C(C)(C)C